(S)-3-((3-amino-5-(trifluoromethyl)pyridin-2-yl)amino)pyrrolidine-1-carboxylic acid tert-butyl ester C(C)(C)(C)OC(=O)N1C[C@H](CC1)NC1=NC=C(C=C1N)C(F)(F)F